CSC1=NC=C2C(=N1)NC(N(C2)[C@H]2CCNC1=C(C=CC=C21)C)=O 7-methylsulfanyl-3-[(4S)-8-methyl-1,2,3,4-tetrahydroquinolin-4-yl]-4H-pyrimido[4,5-d]pyrimidin-2-one